tert-butyl (2S,4R)-2-[[1-benzyloxycarbonyl-3-[4-(4-methylthiazol-5-yl) phenyl]azetidin-3-yl]carbamoyl]-4-hydroxy-pyrrolidine-1-carboxylate C(C1=CC=CC=C1)OC(=O)N1CC(C1)(C1=CC=C(C=C1)C1=C(N=CS1)C)NC(=O)[C@H]1N(C[C@@H](C1)O)C(=O)OC(C)(C)C